BrC=1C(=NC(=NC1)N)OC1COC1 5-bromo-4-(oxetan-3-yloxy)pyrimidin-2-amine